(S)-1-(1-(3-chloro-5-fluoro-2-(hydroxymethyl)phenyl)ethyl)-3,3-dimethylpiperazin-2-one ClC=1C(=C(C=C(C1)F)[C@H](C)N1C(C(NCC1)(C)C)=O)CO